C(#N)[As](O)(=O)C#N Dicyanoarsinic acid